C(C)(C)(C)OC(=O)NC=1C=NC=C(C(=O)OC)C1 Methyl 5-((Tert-butoxycarbonyl)amino)Nicotinate